1,4-bis(trimethoxysilylpropyl)benzene CO[Si](OC)(OC)CCCC1=CC=C(C=C1)CCC[Si](OC)(OC)OC